ClC1=CC=C(C(=N1)C(=O)N)O[C@H](C)C=1C=C(C=C2C(C(=C(OC12)C=1C=C2C=NN(C2=CC1)C)C)=O)C 6-Chloro-3-[(1R)-1-[3,6-dimethyl-2-(1-methylindazol-5-yl)-4-oxo-chromen-8-yl]ethoxy]pyridine-2-carboxamide